3-(3,4,5-Trihydroxyphenyl)propanoic acid OC=1C=C(C=C(C1O)O)CCC(=O)O